3,6-dichloro-1-(3-((5-cyclopropyl-1-(2,6-dimethylpyridin-3-yl)-4-nitro-1H-pyrazol-3-yl)oxy)propyl)-1H-pyrazolo[3,4-d]pyrimidine ClC1=NN(C2=NC(=NC=C21)Cl)CCCOC2=NN(C(=C2[N+](=O)[O-])C2CC2)C=2C(=NC(=CC2)C)C